4-(2,5,8,11-Tetraoxatridec-13-yloxy)phenethylcarbamic acid tert-butyl ester C(C)(C)(C)OC(NCCC1=CC=C(C=C1)OCCOCCOCCOCCOC)=O